6-O-trans-sinapoyl β-D-glucopyranoside O([C@H]1[C@H](O)[C@@H](O)[C@H](O)[C@H](O1)CO)C(\C=C\C1=CC(OC)=C(O)C(OC)=C1)=O